COC(CC1=CC(=CC=C1)CCN)=O 2-[3-(2-aminoethyl)phenyl]acetic acid methyl ester